FC1=C(C=CC(=C1)[N+](=O)[O-])N1CCC2(CC1)CCNCC2 3-(2-fluoro-4-nitrophenyl)-3,9-diazaspiro[5.5]undecane